C(C)OC(=O)N1C[C@H](CC1)N1N=C(C2=CC(=CC=C12)C1=C2C=CN=C(C2=CC=C1)N)COC1=C(C=CC=C1)CC(=O)OCC (S)-3-(5-(1-aminoisoquinolin-5-yl)-3-((2-(2-ethoxy-2-oxoethyl)phenoxy)methyl)-1H-indazol-1-yl)pyrrolidine-1-carboxylic acid ethyl ester